N[C@@H]1COCC12CCN(CC2)C2=CC=C1C(N(C(NC1=C2)=O)C2=C(C(=CC=C2)Cl)Cl)=O (S)-7-(4-amino-2-oxa-8-azaspiro[4.5]decan-8-yl)-3-(2,3-dichlorophenyl)quinazoline-2,4(1H,3H)-dione